IC=1C=C(O[C@@H]2C[C@@]3(CCCN3C2)CO)C=CC1 ((2R,7aS)-2-(3-iodophenoxy)tetrahydro-1H-pyrrolizin-7a(5H)-yl)methanol